normalbutyl-lithium C(CCC)[Li]